tert-butyl (((3S)-1-(3-(2,6-dioxopiperidin-3-yl)-1-methyl-1H-indazol-7-yl)piperidin-3-yl)methyl)carbamate O=C1NC(CCC1C1=NN(C2=C(C=CC=C12)N1C[C@@H](CCC1)CNC(OC(C)(C)C)=O)C)=O